FC(S(=O)(=O)OC1=CCC2(CN(C(N2C)=C=O)[C@@H](C)C=2C=NC(=CC2)N2N=CC(=C2)F)CC1)(F)F 3-((S)-1-(6-(4-fluoro-1H-pyrazol-1-yl) pyridin-3-yl) ethyl)-1-methyl-2-carbonyl-1,3-diazaspiro[4.5]dec-7-en-8-yl trifluoromethanesulfonate